C1=NNC2=C1C(=O)NC(=O)N2 The molecule is a pyrazolopyrimidine that is 4,5,6,7-tetrahydro-H-pyrazolo[3,4-d]pyrimidine substituted by oxo groups at positions 4 and 6. It has a role as an EC 1.17.3.2 (xanthine oxidase) inhibitor and a drug metabolite.